CN1N=CC2=CC(=CC=C12)C=1C=NC=C(C(=O)N)C1 5-(1-methyl-1H-indazol-5-yl)nicotinamide